(R)-3-(2-(2-(1-((2-amino-5-bromopyridin-3-yl)oxy)ethyl)-4-fluorophenyl)nicotinoyl)-1-methyl-1H-pyrazole-5-carbonitrile NC1=NC=C(C=C1O[C@H](C)C1=C(C=CC(=C1)F)C1=C(C(=O)C2=NN(C(=C2)C#N)C)C=CC=N1)Br